S-2-hydroxypropyl-cysteine OC(CSC[C@H](N)C(=O)O)C